β-(3,4-epoxycyclohexyl)ethyltriisopropoxysilane C1(CC2C(CC1)O2)CC[Si](OC(C)C)(OC(C)C)OC(C)C